ClC=1C(=NC(=NC1)NC1=CC(=C(C(=C1)OC)OC)OC)NC=1SC=CC1C(=O)OC methyl 2-[5-chloro-2-(3,4,5-trimethoxyphenylamino)-pyrimidin-4-ylamino]-thiophene-3-carboxylate